C1([C@H](O)[C@H](O)[C@@H](CO)O1)=O Ribono-1,4-lactone